diphenyl-ethynyl-benzene C1(=CC=CC=C1)C=1C(=C(C=CC1)C#C)C1=CC=CC=C1